dimethyl-ammonium (2,4-dichlorophenoxy)acetic acid salt ClC1=C(OCC(=O)[O-])C=CC(=C1)Cl.C[NH2+]C